6-((3,5-bis(trifluoromethyl)benzyl)oxy)-4-oxo-1,4-dihydroquinoline-3-carboxylic acid FC(C=1C=C(COC=2C=C3C(C(=CNC3=CC2)C(=O)O)=O)C=C(C1)C(F)(F)F)(F)F